NCC1(CC=C(C)C=C1)CN 4,4-bis(aminomethyl)toluene